C(C1=CC=CC=C1)(C1=CC=CC=C1)[C@H]1N2N(C(C=3N1N=CC(C3O)=O)=O)CCCC2 (S)-12-Benzhydryl-4-hydroxy-7,8,9,10-tetrahydro-12H-dipyridazino[1,2-a:1',6'-d][1,2,4]triazin-3,5-dion